C(C)(C)(C)OC(=O)N1CCC(CC1)C=1C=C(C=C2C=C(NC12)C(=O)OCC)F ethyl 7-(1-(tert-butoxycarbonyl)piperidin-4-yl)-5-fluoro-1H-indole-2-carboxylate